NC=1C(NC2=C3C=CC=NC3=C(C=C2C1C1=C2C=NNC2=C(C=C1)F)C1CCC(CC1)=O)=O 3-amino-4-(7-fluoro-1H-indazol-4-yl)-6-(4-oxocyclohexyl)-1H-1,7-phenanthrolin-2-one